ClCC=1N(C2=C(N1)SC(=C2)C(=O)OCC)CC2=CN=CN2CC Ethyl 2-(chloromethyl)-1-((1-ethyl-1H-imidazol-5-yl) methyl)-1H-thieno[2,3-d]imidazole-5-carboxylate